C(C=C)(=O)N1C[C@@H](N(CC1)C=1C2=C(N(C(N1)=O)C1=C(C=CC=C1)C(C)C)N=C(C(=C2)Cl)N2[C@H](CCCC2)C)C (M)-4-((S)-4-acryloyl-2-methylpiperazin-1-yl)-6-chloro-1-(2-isopropylphenyl)-7-((S)-2-methylpiperidin-1-yl)pyrido[2,3-d]pyrimidin-2(1H)-one